5,7-dioxa-15-azatetracyclo[9.3.1.02,10.04,8]Pentadecane-2,4(8),9-triene C12C3=CC=4OCOC4C=C3C(CCC1)N2